COC=C(CCCCCCCCCC)CCCCCCCCCC 11-(Methoxymethylene)Henicosane